(S)-5-(2,5-dichloropyrimidin-4-yl)-2-(3-fluoropyrrolidin-1-yl)thiazole ClC1=NC=C(C(=N1)C1=CN=C(S1)N1C[C@H](CC1)F)Cl